BrC1=CC=C(O[C@H]2CCNCCC2)C=C1 |r| (rac)-4-(4-bromophenoxy)azepane